3-Butylamino-1-pentylamin C(CCC)NC(CCN)CC